OC(CCN1N=C2C=C(C(=CC2=C1)NC(C1=CN=CC(=C1)[N+](=O)[O-])=O)C1=CSC=C1)(C)C N-(2-(3-hydroxy-3-methylbutyl)-6-(thiophene-3-yl)-2H-indazol-5-yl)-5-nitronicotinamide